5'-fluoro-7'-methyl-1'-[[4-methyl-6-(4-methylimidazol-1-yl)-3-pyridyl]sulfonyl]spiro[cyclopropane-1,3'-indoline] FC=1C=C2C3(CN(C2=C(C1)C)S(=O)(=O)C=1C=NC(=CC1C)N1C=NC(=C1)C)CC3